4,6-bis(undecylthiomethyl)-o-cresol C(CCCCCCCCCC)SCC=1C=C(C(=C(C1)CSCCCCCCCCCCC)O)C